methyl 2-(2-methyl-4-(((5-(p-tolyl)-1,3,4-thiadiazol-2-yl)methyl)thio)phenoxy)acetate CC1=C(OCC(=O)OC)C=CC(=C1)SCC=1SC(=NN1)C1=CC=C(C=C1)C